(tert-butyl)-N-(3,3-difluorocyclohexyl)-2-methoxy-1H-imidazole-1-carboxamide C(C)(C)(C)C=1N=C(N(C1)C(=O)NC1CC(CCC1)(F)F)OC